dodecyl-mercaptobutane C(CCCCCCCCCCC)C(CCC)S